OCCCNC1=CC=C(C=C1)N γ-hydroxypropyl-para-phenylenediamine